CNC=1N=CC(=C2C=C(N=CC12)NC(=O)C1CC1)C=1OC2=C(N1)C=C(C=C2)C2COC2 N-(8-(methylamino)-5-(5-(oxetan-3-yl)benzo[d]oxazol-2-yl)-2,7-naphthyridin-3-yl)cyclopropanecarboxamide